2-chloro-4-((S)-3-((R)-((4-cyanophenethyl)amino)(phenyl)methyl)-2,3-dihydro-1H-pyrido[2,3-b][1,4]oxazin-7-yl)-N-isopropylbenzamide ClC1=C(C(=O)NC(C)C)C=CC(=C1)C1=CC2=C(O[C@@H](CN2)[C@@H](C2=CC=CC=C2)NCCC2=CC=C(C=C2)C#N)N=C1